N-((S)-(7-((R*)-Cyclopropyl(4,4,4-trifluorobutanamido)methyl)imidazo[1,2-b]pyridazin-2-yl)(4,4-difluorocyclohexyl)methyl)-2-(2,2,2-trifluoroethyl)-2H-1,2,3-triazole-4-carboxamide C1(CC1)[C@H](C1=CC=2N(N=C1)C=C(N2)[C@@H](NC(=O)C2=NN(N=C2)CC(F)(F)F)C2CCC(CC2)(F)F)NC(CCC(F)(F)F)=O |o1:3|